C(C)(C)(C)OC(N(C)CC1=CN=C2N1C=C(C=C2)C2=C(C=C(C=C2)F)OCCC=2C(=NN(C2C)C)C(C(C)(C)C)O)=O tert-butyl-((6-(4-fluoro-2-(2-(3-(1-hydroxy-2,2-dimethylpropyl)-1,5-dimethyl-1H-pyrazol-4-yl)ethoxy)phenyl)imidazo[1,2-a]pyridin-3-yl)methyl)(methyl)carbamate